C1(CC1)C=1NC(=NN1)C1CC2(CN(C2)C(=O)N2CCN(CC2)CC2=NC=C(C=C2)C(F)(F)F)C1 [6-(5-cyclopropyl-4H-1,2,4-triazol-3-yl)-2-azaspiro[3.3]heptan-2-yl]-[4-[[5-(trifluoromethyl)-2-pyridyl]methyl]piperazino]methanone